2-chloro-4-((2-chloro-5-fluorobenzyl)amino)pyrimidin-5-carboxamide ClC1=NC=C(C(=N1)NCC1=C(C=CC(=C1)F)Cl)C(=O)N